NC1=NC=C(C2=C1C(=NN2C(C)C)C2=CC(=C(C=C2)NS(=O)(=O)CC2=C(C=CC=C2)Cl)F)C2=CC[C@@H](CC2)N[C@H](COC)C N-(4-(4-amino-1-isopropyl-7-(4(R)-((1-methoxypropane-2(S)-yl)amino)cyclohex-1-en-1-yl)-1H-pyrazolo[4,3-c]pyridin-3-yl)-2-fluorophenyl)-1-(2-chlorophenyl)methanesulfonamide